C1(=CC=CC=C1)S(=O)C1=CC=C(C=C1)C (p-tolyl) phenyl sulfoxide